bis(5-amino-2-pyridinyl)-N,N'-dimethylbiphenyl-4,4'-diamine NC=1C=CC(=NC1)C=1C(=C(C=CC1NC)C1=CC=C(C=C1)NC)C1=NC=C(C=C1)N